FC1=C(N)C=CC=C1C 2-fluoro-3-methylaniline